C(C)(C)(C)OC(=O)N1CCC=2C=CC(=NC2C1)NC=1C2=C(C(=NC1)C1=C3C(=NC=C1)N(C=C3)C)CNC2=O 2-((4-(1-methyl-1H-pyrrolo[2,3-b]pyridin-4-yl)-1-oxo-2,3-dihydro-1H-pyrrolo[3,4-C]pyridin-7-yl)amino)-5,8-dihydro-1,7-naphthyridine-7(6H)-carboxylic acid tert-butyl ester